2-(3-fluoro-4-methoxyphenyl)-8-methylimidazo[1,2-a]pyridine FC=1C=C(C=CC1OC)C=1N=C2N(C=CC=C2C)C1